C(C)N1C(N(C(C2=CC(=CC=C12)S(=O)(=O)NC1(CSC1)C)=O)CC)=O 1,3-diethyl-N-(3-methylthietan-3-yl)-2,4-dioxoquinazoline-6-sulfonamide